C(C)(C)(C)OC(=O)NC=1SC2=C(C1C#N)C(=CC=C2F)C2=C(C=C1C(=NC=NC1=C2F)N2CC1N(C(C2)C1)C(=O)OC(C)(C)C)Cl tert-Butyl 3-[7-[2-(tert-butoxycarbonylamino)-3-cyano-7-fluoro-benzothiophen-4-yl]-6-chloro-8-fluoro-quinazolin-4-yl]-3,6-diazabicyclo[3.1.1]heptane-6-carboxylate